CC1(OCCC(C1)\C=N\[S@](=O)C(C)(C)C)C (R)-N-((E)-(2,2-dimethyltetrahydro-2H-pyran-4-yl)methylene)-2-methylpropane-2-sulfinamide